3-(4-(((5-((adamantan-1-ylamino)methyl)furan-2-yl)methyl)thio)-1-oxoisoindolin-2-yl)piperidine-2,6-dione C12(CC3CC(CC(C1)C3)C2)NCC2=CC=C(O2)CSC2=C3CN(C(C3=CC=C2)=O)C2C(NC(CC2)=O)=O